CC1=C(C=C(C=C1)C)C1CC2(C1)CCN(CC2)C(=O)C2CC1(C2)NC(CC1)=O (2r,4s)-2-[2-(2,5-dimethylphenyl)-7-azaspiro[3.5]nonane-7-carbonyl]-5-azaspiro[3.4]octan-6-one